COC=1C=C(C=CC1OC)C1(CCCC1)C(=O)OC 4-(3,4-dimethoxyphenyl)-4-(methoxycarbonyl)cyclopentane